N1(C=NC=C1)CCN1N=CC=C1 1-(2-Imidazol-1-yl-ethyl)-1H-pyrazol